CC1(OB(OC1(C)C)C=1C=C2C=C(N=CC2=CC1)CC(=O)OC)C methyl 2-(6-(4,4,5,5-tetramethyl-1,3,2-dioxaborolan-2-yl)isoquinolin-3-yl)acetate